(4S,5S)-2-[(1S,2S)-2-(benzoyloxymethyl)cyclopropyl]-1,3-dioxolane-4,5-dicarboxylic acid diisopropyl ester C(C)(C)OC(=O)[C@H]1OC(O[C@@H]1C(=O)OC(C)C)[C@@H]1[C@H](C1)COC(C1=CC=CC=C1)=O